C(#N)C=1C=C2C(=CC=NC2=CC1)NC1=CC=C(C(=O)NC2=CC=C(C=C2)NC2=CC=CC=C2)C=C1 4-((6-Cyanoquinolin-4-yl)amino)-N-(4-(phenylamino)phenyl)benzamide